C(CCCCCCCCCCCCCCC)(=O)OC[C@@H](OC(CCCCCCCCCCCCCCC)=O)COP(=O)(O)OC[C@H](N)C(=O)O 1,2-Dipalmitoyl-sn-glycero-3-phosphoserine